(1-benzyl-(3,5-xylyl)tetrahydropyridin-3-yl)methanol C(C1=CC=CC=C1)N1C(C(CCC1)CO)C1=CC(=CC(=C1)C)C